C(CC)NC[C@H](O)[C@@H](O)[C@H](O)[C@H](O)CO N-Propyl-Glucamine